2-(ethyl-(methyl)amino)cyclohexan-1-one C(C)N(C1C(CCCC1)=O)C